CC1=C(C(=CC=C1)C)N1C(=NC2=C(C1=O)C=C(C=N2)I)CC 3-(2,6-dimethylphenyl)-2-ethyl-6-iodopyrido[2,3-d]pyrimidin-4(3H)-one